NC=1C=C2C(=NC=NC2=CC1)NC1=CC(=CC=C1)C 6-Amino-4-[(3-methylphenyl)amino]quinazoline